Bromo-5-methyl-1-(tetrahydro-2H-pyran-2-yl)-1,5,6,7-tetrahydrocyclopenta[f]indazole BrC1=NN(C2=CC3=C(C=C12)C(CC3)C)C3OCCCC3